D-glucosyl-1-(biphen-4-ylmethyl)phloroglucinol C1([C@H](O)[C@@H](O)[C@H](O)[C@H](O1)CO)C1C(O)(C=C(C=C1O)O)CC1=CC=C(C=C1)C1=CC=CC=C1